C1(CCCC(=O)O1)=O glutaric acid (anhydride)